2,6-dimethyl-2-hydroxy-7-octene CC(C)(CCCC(C=C)C)O